Cl.C(C=C)OC1=C(C(=CC=C1)C)C1=CC(=CC=C1)[C@H](CC(=O)OC)N Methyl (S)-3-(2'-(allyloxy)-6'-methyl-[1,1'-biphenyl]-3-yl)-3-aminopropanoate hydrochloride